ClC1=CC=C(C=C1)OC(NC1=CC=C(C=C1)[C@@H]1CNCC1)=O |r| (RS)-(4-Pyrrolidin-3-yl-phenyl)-carbamic acid 4-chloro-phenylester